C(=CCCCCCCCCCCCCCCCC)N1C(=C(C(C2=C(C=C(C=C12)OCC=C)OCC=C)=O)OCC=C)C1=CC=C(C=C1)OCC=C N-octadecenyl-2-(4-(2-propen-1-yloxy)phenyl)-3,5,7-tris-(2-propen-1-yloxy)-quinolin-4-one